[Li+].[Si]([O-])([O-])([O-])[O-].[Li+].[Li+].[Li+] silicic acid lithium salt